C(C)OC(C(C)(C)OC1=C(C=C(C=C1C)CN1C(N(CC1)C1=CC=C(C=C1)C)=O)C)=O 2-(2,6-dimethyl-4-((2-oxo-3-(p-tolyl)imidazolin-1-yl)methyl)phenoxy)-2-methylpropionic acid ethyl ester